2-{3-[(2R,6S)-2,6-dimethylmorpholine-4-carbonyl]-5,6-dihydrocyclopenta[c]pyrazol-1(4H)-yl}-1-[4-(3-fluoro-2-methylphenyl)piperidin-1-yl]ethan-1-one C[C@@H]1CN(C[C@@H](O1)C)C(=O)C=1C2=C(N(N1)CC(=O)N1CCC(CC1)C1=C(C(=CC=C1)F)C)CCC2